C(CC(C)C)OC(C=C)=O iso-Amylacrylat